BrC=1C=C(C(=O)NC(C)C=2N(N=C(N2)Cl)C2=NC=C(C=C2)C(=O)N2CCOCC2)C=C(C1)Br 3,5-dibromo-N-[1-[5-chloro-2-[5-(morpholine-4-carbonyl)-2-pyridyl]-1,2,4-triazol-3-yl]ethyl]benzamide